6-dibutylamino-1,3,5-triazine-2,4-dithiol tetrabutylammonium salt C(CCC)[N+](CCCC)(CCCC)CCCC.C(CCC)N(C1=NC(=NC(=N1)S)S)CCCC